4,4-dichloromethylbiphenyl ClCC1(CC=C(C=C1)C1=CC=CC=C1)CCl